(7-bromo-2-chloro-8-fluoroquinazolin-4-yl)-2-thia-1,3,7-triazaspiro[4.5]decane 2,2-dioxide BrC1=CC=C2C(=NC(=NC2=C1F)Cl)N1S(NCC12CNCCC2)(=O)=O